4-amino-N'-(cyclopropanecarbonyl)-N-(2-fluoro-4-(1-(trifluoromethyl)-1H-pyrazol-4-yl)benzyl)-N',1-dimethyl-1H-pyrazolo[4,3-c]quinoline-8-carbohydrazide NC1=NC=2C=CC(=CC2C2=C1C=NN2C)C(=O)N(N(C)C(=O)C2CC2)CC2=C(C=C(C=C2)C=2C=NN(C2)C(F)(F)F)F